O=C1NC(CCC1N1C(C2=CC=C(C=C2C1=O)CNC(CCCC=O)=O)=O)=O N-((2-(2,6-dioxopiperidin-3-yl)-1,3-dioxoisoindolin-5-yl)methyl)-5-oxopentanamide